FC1=CC(=NC=C1)N1C=C(C2=C1N=CN=C2N2C[C@H](N(C[C@@H]2C)C(=O)OC(C)(C)C)C)C2=CC=CC=C2 tert-butyl (2R,5S)-4-(7-(4-fluoropyridin-2-yl)-5-phenyl-7H-pyrrolo[2,3-d]pyrimidin-4-yl)-2,5-dimethylpiperazine-1-carboxylate